OCCCCOC1=CC=C(C=C1)C1(C2=CC=CC=C2C=2C=CC=CC12)C1=CC=C(C=C1)OCCCCO 9,9-Bis[4-(4-hydroxybutoxy)phenyl]-9H-fluorene